C(C)PCC(C)C ethyl-isobutyl-phosphine